FC1=CC=C(CNC2=C3N=CN(C3=NC(=N2)C=2C=NC=C(C2)Cl)[C@H]2[C@@H]([C@@H]([C@H](O2)C(=O)NC([2H])([2H])[2H])O)O)C=C1 (2S,3S,4R,5R)-5-(6-(4-Fluorobenzylamino)-2-(5-chloropyridin-3-yl)-9H-purin-9-yl)-3,4-Dihydroxy-N-(methyl-d3)-tetrahydrofuran-2-carboxamide